C(C)(C)(C)OC(NC1[C@@H]2CN(C[C@H]12)CC1=CC=C(C=C1)C(F)(F)F)=O.BrC1=CC=C(C=C1)N1CCN(CC1)CCC1CC1 1-(4-bromophenyl)-4-(2-cyclopropylethyl)piperazine tert-Butyl-N-[(1R,5S)-3-[[4-(trifluoromethyl)phenyl]methyl]-3-azabicyclo[3.1.0]hexan-6-yl]carbamate